C(C)OC(=O)C1=C(N=C(S1)NC1=NC(=CC(=N1)N1CCC(CC1)O)N1CC(CCC1)O)C 2-[4-(4-Hydroxypiperidin-1-yl)-6-(3-hydroxy-1-piperidinyl)-pyrimidin-2-ylamino]-4-methyl-thiazole-5-carboxylic acid ethyl ester